Hexanal C(CCCCC)=O